CN(CCCC1=CC(=CC=C1)B1OC(C(O1)(C)C)(C)C)C N,N-dimethyl-3-(3-(4,4,5,5-tetramethyl-1,3,2-dioxaborolan-2-yl)phenyl)Propan-1-amine